IC=1C=NC(=NC1)N(C(OC(C)(C)C)=O)C tert-butyl (5-iodopyrimidin-2-yl)(methyl)carbamate